O1CCN(CC1)C1SC2=NC=CC(C2=N1)=O 2-morpholino-7-oxothiazolo[5,4-b]pyridin